1-chloro-3-ethynyl-benzene ClC1=CC(=CC=C1)C#C